NC1=C(C=C2CN(C(C2=C1)=O)C1C(NC(CC1)=O)=O)C1CCN(CC1)CC1=CC=CC=C1 3-(6-amino-5-(1-benzylpiperidin-4-yl)-1-oxoisoindolin-2-yl)piperidine-2,6-dione